BrC1=NN2C(OCC(C2)CO)=C1C(=O)OCC Ethyl 2-bromo-6-(hydroxymethyl)-6,7-dihydro-5H-pyrazolo[5,1-b][1,3]oxazine-3-carboxylate